N1(CCOCC1)C=1C(N(CCC1)CC1CC1)=O 3-Morpholinyl-1-cyclopropylmethyl-5,6-dihydropyridin-2(1H)-one